CN1C=NC2=CC=C(C(=C2C1=O)C)OC=1C(=C(C=CC1F)NS(=O)(=O)CCCF)F N-(3-((3,5-dimethyl-4-oxo-3,4-dihydro-quinazolin-6-yl)oxy)-2,4-difluorophenyl)-3-fluoropropane-1-sulfonamide